3-((4-chloro-3-methyl-1-(tetrahydro-2H-pyran-2-yl)-1H-indazol-5-yl)thio)propanoic acid 2-ethylhexyl ester C(C)C(COC(CCSC=1C(=C2C(=NN(C2=CC1)C1OCCCC1)C)Cl)=O)CCCC